ClC1=C(C=CC(=C1)Cl)NNC(C1=CC=C(C=C1)C1=NOC(=N1)C(F)(F)F)=O N'-(2,4-dichloro-phenyl)-4-[5-(trifluoromethyl)-1,2,4-oxadiazol-3-yl]benzoyl-hydrazine